CN1N=CC2=CC=C(C=C12)C=1C2=C(NN1)C1=C(C2)SC(=C1)C#CCN1CCOCC1 4-(3-(3-(1-Methyl-1H-indazol-6-yl)-1,4-dihydrothieno[2',3':4,5]cyclopenta[1,2-c]pyrazol-6-yl)prop-2-yn-1-yl)morpholine